C(C)(C)(C)OC(N[C@@H](CC1=CC=CC=C1)[C@@H]1OC1)=O tert-butyl{(1S)-1-[(2S)-oxiran-2-yl]-2-phenylethyl}carbamate